C(C1=CC=CC=C1)OC1=CC(=C(C=C1)C1=CCCC2=CC(=CC=C12)OC)F 4-(4-(benzyloxy)-2-fluorophenyl)-7-methoxy-1,2-dihydronaphthalene